N-(cis-2-(biphenyl-3-ylmethyl)-1-((1-fluorocyclopropyl)carbonyl)piperidin-3-yl)methanesulfonamide C1(=CC(=CC=C1)C[C@@H]1N(CCC[C@@H]1NS(=O)(=O)C)C(=O)C1(CC1)F)C1=CC=CC=C1